C1(=CC(=CC=C1)C1=NC(=NC=C1Cl)NC=1C=C(C=NC1)NC(CCCCCCCCCNC(COC1=CC=C(C=C1)NC1C(NC(CC1)=O)=O)=O)=O)C1=CC=CC=C1 N-(5-((4-([1,1'-biphenyl]-3-yl)-5-chloropyrimidin-2-yl)amino)pyridin-3-yl)-10-(2-(4-((2,6-dioxopiperidin-3-yl)amino)phenoxy)acetamido)decanamide